1-(((1R,4R)-4-aminocyclohexyl)methyl)-2-ethyl-1,5,6,7-tetrahydro-4H-indol-4-one hydrochloride Cl.NC1CCC(CC1)CN1C(=CC=2C(CCCC12)=O)CC